C(C1=CC=CC=C1)OC(NC1=CC(=C(C=C1)F)[N+](=O)[O-])=O N-(4-fluoro-3-nitrophenyl)carbamic acid benzyl ester